tricyclo[5.2.1.02,6]Dec-3,8-diene C12C3C=CCC3C(C=C1)C2